[2,6-Bis(1-(2,6-dimethylphenylimino)ethyl)pyridine] iron [Fe].CC1=C(C(=CC=C1)C)N=C(C)C1=NC(=CC=C1)C(C)=NC1=C(C=CC=C1C)C